(S)-N-(3-fluoro-4-((3-((1-hydroxypropan-2-yl)amino)-1H-pyrazolo[3,4-b]pyridin-4-yl)oxy)phenyl)-3-(4-fluorophenyl)-1-isopropyl-2,4-dioxo-1,2,3,4-tetrahydropyrimidine-5-carboxamide FC=1C=C(C=CC1OC1=C2C(=NC=C1)NN=C2N[C@H](CO)C)NC(=O)C=2C(N(C(N(C2)C(C)C)=O)C2=CC=C(C=C2)F)=O